6-chloro-N-{3-[2-(4-chloro-3-fluorophenoxy)acetamido]bicyclo[1.1.1]pentan-1-yl}-4-(methylsulfanyl)-3,4-dihydro-2H-1,4-benzoxazine-2-carboxamide ClC=1C=CC2=C(N(CC(O2)C(=O)NC23CC(C2)(C3)NC(COC3=CC(=C(C=C3)Cl)F)=O)SC)C1